1-[6-[(3R,5S)-5-methylpyrrolidin-3-yl]oxy-1,3-dihydropyrrolo[3,4-c]pyridin-2-yl]ethanone hydrochloride Cl.C[C@H]1C[C@H](CN1)OC1=CC2=C(C=N1)CN(C2)C(C)=O